(S)-2-amino-3-(5-((4-(cyclopropylamino)-5-(trifluoromethyl)pyrimidin-2-yl)amino)-4-methoxypyridin-2-yl)propionic acid N[C@H](C(=O)O)CC1=NC=C(C(=C1)OC)NC1=NC=C(C(=N1)NC1CC1)C(F)(F)F